Methyl (E)-1-(2-((1,3-dioxoisoindolin-2-yl)methyl)-3-fluoroallyl)-1H-pyrazole-4-carboxylate O=C1N(C(C2=CC=CC=C12)=O)C/C(/CN1N=CC(=C1)C(=O)OC)=C\F